N-(4-bromobenzyl)-4-(2-(3-fluoro-4-methylphenyl)-2H-pyrazolo[3,4-d]pyrimidin-4-yl)piperazine-2-carboxamide BrC1=CC=C(CNC(=O)C2NCCN(C2)C=2C=3C(N=CN2)=NN(C3)C3=CC(=C(C=C3)C)F)C=C1